(E)-3-[4-[(E,3R)-5-[3-(Benzenesulfonamido)phenyl]-3-hydroxypent-4-enoxy]phenyl]prop-2-enoic acid C1(=CC=CC=C1)S(=O)(=O)NC=1C=C(C=CC1)/C=C/[C@@H](CCOC1=CC=C(C=C1)/C=C/C(=O)O)O